1-phenyl-3-ethyl-(2-chloro)pyridine C1(=CC=CC=C1)N1C(C(=CC=C1)CC)Cl